FC(OC1=CC=CC=C1)(F)F trifluoromethoxylbenzene